O1CCC(CC1)CC(=O)N1CCC2(C(C2)CNC(=O)N2CC=3C=NC=CC3C2)CC1 N-[[6-(2-tetrahydropyran-4-ylacetyl)-6-azaspiro[2.5]octan-2-yl]methyl]-1,3-dihydropyrrolo[3,4-c]pyridine-2-carboxamide